tert-butyl (2S,4R)-4-fluoro-2-((2-fluoro-3-methoxyphenyl)carbamoyl)pyrrolidine-1-carboxylate F[C@@H]1C[C@H](N(C1)C(=O)OC(C)(C)C)C(NC1=C(C(=CC=C1)OC)F)=O